4-(2,4-difluorophenoxy)-1-(2-nitrophenyl)piperidine FC1=C(OC2CCN(CC2)C2=C(C=CC=C2)[N+](=O)[O-])C=CC(=C1)F